2-bromo-7-naphthol BrC1=CC2=CC(=CC=C2C=C1)O